FC1CN(C1)CC1=CC=2N(C=C1)C=CN2 7-((3-Fluoroazetidin-1-yl)methyl)imidazo[1,2-a]pyridine